8-(prop-1-en-2-yl)quinoxaline C=C(C)C=1C=CC=C2N=CC=NC12